ClC1=C(C(=O)OOC(C2=CC=CC=C2)=O)C=CC(=C1)Cl benzoyl 2,4-dichlorobenzoyl peroxide